2-(N-benzyl-2-(naphthalen-2-yl)acetamido)-3-(3,5-difluorophenyl)-N-(4-methoxyphenyl)-N-methylpropylamine C(C1=CC=CC=C1)N(C(CC1=CC2=CC=CC=C2C=C1)=O)C(CN(C)C1=CC=C(C=C1)OC)CC1=CC(=CC(=C1)F)F